tert-butyl (3R)-1-(1-(5-(2,6-dioxopiperidin-3-yl)pyridin-2-yl)piperidine-4-carbonyl)pyrrolidine-3-carboxylate O=C1NC(CCC1C=1C=CC(=NC1)N1CCC(CC1)C(=O)N1C[C@@H](CC1)C(=O)OC(C)(C)C)=O